2-(4-Fluorophenyl)-4-methyl-5-(1-(trifluoromethyl)cyclopropyl)-17Z-pyrrol FC1=CC=C(C=C1)C=1NC(=C(C1)C)C1(CC1)C(F)(F)F